Benzyl (2R,4R)-4-ethoxy-2-ethynylpyrrolidine-1-carboxylate C(C)O[C@@H]1C[C@@H](N(C1)C(=O)OCC1=CC=CC=C1)C#C